(R or S)-2-(2-(3-ethyl-5,6,7,8-tetrahydro-[1,2,4]triazolo[4,3-a]pyridin-6-yl)-2H-pyrazolo[3,4-b]pyridin-6-yl)-3-methyl-5-(trifluoromethyl)phenol C(C)C1=NN=C2N1C[C@@H](CC2)N2N=C1N=C(C=CC1=C2)C2=C(C=C(C=C2C)C(F)(F)F)O |o1:8|